O=C1NC(CCC1N1C(C2=CC(=CC=C2C1=O)F)=O)=O 2-(2,6-dioxopiperidine-3-yl)-6-fluoroisoindoline-1,3-dione